ClC1=CNC2=C(C=CC=C12)NS(=O)(=O)C=1C=NN(C1)C1CCC1 N-(3-chloro-1H-indol-7-yl)-1-cyclobutyl-pyrazole-4-sulfonamide